(S)-N-(5-(1-isopropylpyrrolidine-2-carboxamido)-2-methylpyridin-3-yl)-2-(1-(2-methoxyethyl)-1H-pyrazol-4-yl)pyrazolo[5,1-b]thiazole-7-carboxamide C(C)(C)N1[C@@H](CCC1)C(=O)NC=1C=C(C(=NC1)C)NC(=O)C=1C=NN2C1SC(=C2)C=2C=NN(C2)CCOC